C(C)OC(C1=CC(=C(C(=C1)O)O)O)=O ethyl-3,4,5-trihydroxybenzoate